tert-Butyl 4-[(2-{cyclooctyl[(2-methylpyrazole-3-carbonyl)amino]methyl}-4-fluoro-1H-benzimidazol-5-yl)methyl]piperazine-1-carboxylate C1(CCCCCCC1)C(C1=NC2=C(N1)C=CC(=C2F)CN2CCN(CC2)C(=O)OC(C)(C)C)NC(=O)C=2N(N=CC2)C